N-(1-(2,4-dihydroxyphenyl)propyl)-2-piperidone OC1=C(C=CC(=C1)O)C(CC)N1C(CCCC1)=O